COC1=C(C=CC(=C1)OC)CNC(=O)C1=NC=C2N1C=C(N=C2)C N-[(2,4-dimethoxyphenyl)methyl]-6-methyl-imidazo[1,5-a]pyrazine-3-carboxamide